N-((1S,2R,3R,4R,5S)-2,3-dihydroxy-1-(hydroxymethyl)-6,8-dioxabicyclo[3.2.1]octan-4-yl)acetamide O[C@H]1[C@@]2(CO[C@H]([C@@H]([C@H]1O)NC(C)=O)O2)CO